NCC=1C(=C(C=CC1)C1=CC=CC=2C=C(OC21)[C@H]2CN(C1=C(O2)C(=CC=C1)CC(=O)O)C)F |r| (±)-2-(2-(7-(3-(Aminomethyl)-2-fluorophenyl)benzofuran-2-yl)-4-methyl-3,4-dihydro-2H-benzo[b][1,4]oxazin-8-yl)acetic acid